4-(pyridin-4-ylmethyl)-1-((2-(trimethylsilyl)ethoxy)methyl)-1H-imidazole-2-carbaldehyde N1=CC=C(C=C1)CC=1N=C(N(C1)COCC[Si](C)(C)C)C=O